FC=1C(=C(C=C2CCN(CC12)C(=O)OC(C)(C)C)C)B1OC(C(O1)(C)C)(C)C tert-Butyl 8-fluoro-6-methyl-7-(4,4,5,5-tetramethyl-1,3,2-dioxaborolan-2-yl)-3,4-dihydroisoquinoline-2(1H)-carboxylate